FC=1C=C2C(=NC1)NC(=C2C=2N=C(C1=C(N2)N(C=C1)C)NC1C(C2CCC1CC2)C(=O)O)C2=CC=CC=C2 (+/-)-trans-3-((2-(5-fluoro-2-phenyl-1H-pyrrolo[2,3-b]pyridin-3-yl)-7-methyl-7H-pyrrolo[2,3-d]pyrimidin-4-yl)amino)bicyclo[2.2.2]octane-2-carboxylic acid